Cl.FC1=C(C=C(C=C1)NC(=O)C1CNCC1)C N-(4-fluoro-3-methylphenyl)pyrrolidine-3-carboxamide hydrochloride